(4R,5R,7R,8R)-7-(hydroxymethyl)-5-(4-methyl-5-(1-methyl-1H-pyrazol-3-yl)-7H-pyrrolo[2,3-d]pyrimidin-7-yl)-1,6-dioxaspiro[3.4]octane-8-ol OC[C@H]1O[C@H]([C@@]2(CCO2)[C@@H]1O)N1C=C(C2=C1N=CN=C2C)C2=NN(C=C2)C